1-(2-Isopropylphenyl)cyclopropanamine C(C)(C)C1=C(C=CC=C1)C1(CC1)N